2-(2-Chloro-5-(3-methyl-2,6-dioxo-4-trifluoromethyl-3,6-dihydropyrimidin-1(2H)-yl)phenoxy)acetic acid ClC1=C(OCC(=O)O)C=C(C=C1)N1C(N(C(=CC1=O)C(F)(F)F)C)=O